COC1=CC=C(C=C1)C=1C=NC(=NC1)N 5-(4-methoxyphenyl)pyrimidine-2-amine